NC=1N=C(N(C(C1SC1=C(C(=CC=C1)Cl)Cl)=O)C)N1CC2C(C1)CN(C2)C(=O)OC(C)(C)C tert-butyl 5-(4-amino-5-((2,3-dichlorophenyl)thio)-1-methyl-6-oxo-1,6-dihydropyrimidin-2-yl)hexahydropyrrolo[3,4-c]pyrrole-2(1H)-carboxylate